1-(5-fluoro-3-iodo-1H-indol-2-yl)propan-1-one FC=1C=C2C(=C(NC2=CC1)C(CC)=O)I